3-((2,2-Diethyl-4-(pyridin-2-yl)tetrahydro-2H-pyran-4-yl)oxy)-N-((6-(trifluoromethyl)pyridin-2-yl)methyl)propan-1-amine C(C)C1(OCCC(C1)(C1=NC=CC=C1)OCCCNCC1=NC(=CC=C1)C(F)(F)F)CC